2-Amino-5-pyrimidinecarboxylic acid NC1=NC=C(C=N1)C(=O)O